C(C)(C)(C)C1=CC(=C(C=C1)O)O 4-tertiary butyl-1,2-dihydroxybenzene